1-(4-(3-isopropyl-2-(2-methylpyridin-4-yl)-1H-indol-5-yl)piperidin-1-yl)-2,2-dimethylpropan-1-one C(C)(C)C1=C(NC2=CC=C(C=C12)C1CCN(CC1)C(C(C)(C)C)=O)C1=CC(=NC=C1)C